FC1=CC=C(CC=2C(=NC=CN2)N[C@H]2[C@@H](CNCC2)F)C=C1 3-(4-fluorobenzyl)-N-(trans-3-fluoropiperidin-4-yl)pyrazin-2-amine